Br.ClC=1C=C(C=CC1F)C1=NC2=CC(=C(C=C2C(=N1)N)OC1CCNCC1)C=1C=NN(C1)C (3-chloro-4-fluorophenyl)-7-(1-methyl-1H-pyrazol-4-yl)-6-(piperidin-4-yloxy)quinazolin-4-amine hydrogen bromide